CC=1C(C(CC(C1)=O)C)C(=O)OCC ethyl 2,6-dimethyl-4-oxocyclohex-2-ene-1-carboxylate